2-[3-(4-Fluoro-benzyl)-3H-imidazo[4,5-b]pyridin-2-ylsulfanyl]-N-[(S)-1-(4-morpholin-4-yl-phenyl)-ethyl]-acetamide FC1=CC=C(CN2C(=NC=3C2=NC=CC3)SCC(=O)N[C@@H](C)C3=CC=C(C=C3)N3CCOCC3)C=C1